(R)-3-hydroxy-2-methylpropanoic acid OC[C@H](C(=O)O)C